(2S,4R)-5,5-dihydroxy-9-[1-(2-methyl-L-seryl)azetidin-3-yl]oxy-6-oxa-5-boranuidatricyclo[5.4.0.02,4]undeca-1(11),7,9-triene-8-carboxylic acid O[B-]1([C@@H]2C[C@@H]2C2=CC=C(C(=C2O1)C(=O)O)OC1CN(C1)C([C@@](N)(CO)C)=O)O